(E)-(2'-(1,2-bis(4-methoxyphenyl)vinyl)-[1,1'-biphenyl]-2-yl)diphenylphosphine COC1=CC=C(C=C1)/C(=C\C1=CC=C(C=C1)OC)/C1=C(C=CC=C1)C1=C(C=CC=C1)P(C1=CC=CC=C1)C1=CC=CC=C1